FC1([C@H](CCCC1)N1CC=2N=C(N=C(C2C1=O)N1N=CC(=C1)OCC)SC)F (S)-6-(2,2-difluorocyclohexyl)-4-(4-ethoxy-1H-pyrazol-1-yl)-2-(methylthio)-6,7-dihydro-5H-pyrrolo[3,4-d]pyrimidin-5-one